[O-]P([O-])(=O)OP(=O)([O-])[O-].[K+].CC1=C(CSC2=C(C=CC=C2)[N+](=O)[O-])C=CC(=C1)C.[K+].[K+].[K+] 2-(2,4-dimethylbenzylthio)nitrobenzene potassium Pyrophosphate